BrC=1C=C(C(=O)OCC[Si](C)(C)C)C=C(C1O)CC(=O)OC(C)(C)C 2-(trimethylsilyl)ethyl 3-bromo-5-(2-(tert-butoxy)-2-oxoethyl)-4-hydroxybenzoate